C(CCCCC)OC(CCC(=O)OCCCCCC(CCCCCOC(CCC(OCCCCCC)OCCCCCC)=O)N(CC1CCN(CC1)C)C(=O)SCCCCCCC)OCCCCCC.C1(=CC=CC=C1)P(CC(CC)P(C1=CC=CC=C1)C1=CC=CC=C1)C1=CC=CC=C1 1,2-bis(diphenylphosphino)butane [11-(4,4-dihexoxybutanoyloxy)-6-[heptylsulfanylcarbonyl-[(1-methyl-4-piperidyl)methyl]amino]undecyl]4,4-dihexoxybutanoate